O(P1OC2=C(C=CC=C2)C(C)(C)C2=C(C=CC=C2)OP(O1)[O-])CCCCCCCCCCCCC (tridecyl) isopropylidenediphenyl diphosphite